(1S,4s)-4-(8-(2,6-dichloro-4-cyanophenylamino)-2-((3S,4R)-3-fluorotetrahydro-2H-pyran-4-ylamino)-9H-purin-9-yl)cyclohexanecarboxamide ClC1=C(C(=CC(=C1)C#N)Cl)NC=1N(C2=NC(=NC=C2N1)N[C@H]1[C@@H](COCC1)F)C1CCC(CC1)C(=O)N